1-(7-(pyrrolidin-1-yl)-3H-phenoxazin-3-ylidene)azetidin-1-ium N1(CCCC1)C=1C=C2OC3=CC(C=CC3=NC2=CC1)=[N+]1CCC1